4-[(10S)-4-(2-hydroxyphenyl)-1,5,6,8,12-pentazatricyclo[8.4.0.02,7]tetradeca-2,4,6-trien-12-yl]cyclohexanone OC1=C(C=CC=C1)C=1C=C2N3CCN(C[C@@H]3CNC2=NN1)C1CCC(CC1)=O